N-(4-(7-(((1r,4r)-4-(dimethylamino)cyclohexyl)amino)-1-isopropyl-2-oxo-1,4-dihydropyrimido[4,5-d]pyrimidin-3(2H)-yl)-2-fluorophenyl)-1-(pyridin-2-yl)methanesulfonamide CN(C1CCC(CC1)NC1=NC=C2C(=N1)N(C(N(C2)C2=CC(=C(C=C2)NS(=O)(=O)CC2=NC=CC=C2)F)=O)C(C)C)C